O(C1=CC=CC=C1)C1=CC=C(C=C1)C1=NN2C(NCC[C@H]2C2CCN(CC2)C(C=C)=O)=C1C(=O)N (7S)-2-(4-phenoxyphenyl)-7-[1-(prop-2-enoyl)piperidin-4-yl]-4,5,6,7-tetrahydropyrazolo[1,5-a]pyrimidine-3-carboxamide